tert-Butyl 1-oxa-6-aza-spiro[2.5]octane-6-carboxylate O1CC12CCN(CC2)C(=O)OC(C)(C)C